3,4,8,9,13,14-hexa(mercaptomethylthio)-1,16-dimercapto-2,5,7,10,12,15-hexathiahexadecane SCSC(SCS)C(SCSC(C(SCSC(C(SCS)SCS)SCS)SCS)SCS)SCS